O=C1NC(CCC1N1C(C2=CC=CC(=C2C1=O)N1CCN(CC1)CC1CCN(CC1)C(=O)OC(C)(C)C)=O)=O tert-butyl 4-((4-(2-(2,6-dioxopiperidin-3-yl)-1,3-dioxoisoindolin-4-yl)piperazin-1-yl)methyl)piperidine-1-carboxylate